4-(7-Chloroimidazo[1,2-c]pyrimidin-5-yl)piperazine-1-carboxylate ClC1=CC=2N(C(=N1)N1CCN(CC1)C(=O)[O-])C=CN2